C[Si]1(CCC(CC1)NC(=O)C1=CC=2C(=NC(=CC2OC)F)N1)C N-(1,1-dimethylsilacyclohexan-4-yl)-6-fluoro-4-methoxy-1H-pyrrolo[2,3-b]pyridine-2-carboxamide